O=C1CN(CCN1CC1CCNCC1)C(=O)OCC1=CC=CC=C1 benzyl 3-oxo-4-(4-piperidylmethyl)piperazine-1-carboxylate